[2-(aminomethyl)-3,3-difluoro-allyl]-4-[2-[5-(4-piperazin-1-ylphenyl)-2-thienyl]ethyl]-1,2,4-triazol-3-one bistrifluoroacetate salt FC(C(=O)O)(F)F.FC(C(=O)O)(F)F.NCC(CC=1N(C(NN1)=O)CCC=1SC(=CC1)C1=CC=C(C=C1)N1CCNCC1)=C(F)F